tert-butyl (2-(2,6-dichloro-4-iodopyridin-3-yl)ethyl)carbamate ClC1=NC(=CC(=C1CCNC(OC(C)(C)C)=O)I)Cl